2λ6-thia-7-azaspiro[4.5]decane-2,2-dione hydrochloride Cl.C1S(CCC12CNCCC2)(=O)=O